1-[(1S,4aR,5R,8aS)-5-[(1S)-2,2-difluoro-1-hydroxy-1-methyl-ethyl]-1-methyl-3,4,4a,5,6,7,8,8a-octahydro-1H-isoquinolin-2-yl]-2-[3,5-dichloro-2-(1-hydroxyethyl)-4-pyridyl]ethanone FC([C@@](C)(O)[C@H]1[C@@H]2CCN([C@H]([C@H]2CCC1)C)C(CC1=C(C(=NC=C1Cl)C(C)O)Cl)=O)F